CC(=C)CC 2-Methylbuten